N1CCCCC1 3,4,5,6-tetrahydro-2H-pyridine